1-(2-Methoxyethyl)azetidin-3-yl(8-amino-7-fluoro-6-(8-methyl-2,3-dihydro-1H-pyrido[2,3-b][1,4]oxazin-7-yl)isoquinolin-3-yl)carbamate COCCN1CC(C1)N(C([O-])=O)C=1N=CC2=C(C(=C(C=C2C1)C1=C(C2=C(OCCN2)N=C1)C)F)N